1-(4-bromo-2,2-dimethyl-2,3-dihydrobenzofuran-7-yl)-3-(4-((1-methylpiperidin-4-yl)oxy)-3-(trifluoromethyl)phenyl)urea BrC1=CC=C(C2=C1CC(O2)(C)C)NC(=O)NC2=CC(=C(C=C2)OC2CCN(CC2)C)C(F)(F)F